2-[4-(4-methoxyphenyl)phenyl]-4,6-bis(trichloromethyl)-1,3,5-triazine COC1=CC=C(C=C1)C1=CC=C(C=C1)C1=NC(=NC(=N1)C(Cl)(Cl)Cl)C(Cl)(Cl)Cl